O=C1NC(CCC1N1C(C2=CC=CC(=C2C1=O)NC1CCC(CC1)NC)=O)=O 2-(2,6-dioxopiperidin-3-yl)-4-(((1r,4r)-4-(methylamino)cyclohexyl)amino)isoindoline-1,3-dione